citramalate (2-methyl malate) CC(C(=O)O)(O)CC(=O)O.C(CC(C)(O)C(=O)O)(=O)O